C1(=CC=CC=C1)C=1C=C2C=C(CC2=CC1)C1=C(C=CC=C1)C=1CC2=CC=C(C=C2C1)C1=CC=CC=C1 ortho-bis(5-phenyl-2-indenyl)-benzene